tert-butyl (1R,5S)-3-(4-cyano-3-(((S)-1-methylpyrrolidin-2-yl)methoxy)-5,6,7,8-tetrahydro-2,6-naphthyridin-1-yl)-3,8-diazabicyclo[3.2.1]octane-8-carboxylate C(#N)C1=C(N=C(C=2CCNCC12)N1C[C@H]2CC[C@@H](C1)N2C(=O)OC(C)(C)C)OC[C@H]2N(CCC2)C